bicyclo[1.1.1]pentane-1-thiocarboxamide C12(CC(C1)C2)C(N)=S